(2-(((2R,3S,4R,5R)-5-(6-chloro-4-(cyclopentylamino)-1H-pyrazolo[3,4-d]pyrimidin-1-yl)-3,4-dihydroxytetrahydrofuran-2-yl)methoxy)-1,3-dimethoxypropan-2-yl)phosphonic acid ClC1=NC(=C2C(=N1)N(N=C2)[C@H]2[C@@H]([C@@H]([C@H](O2)COC(COC)(COC)P(O)(O)=O)O)O)NC2CCCC2